4a-(3-(trifluoromethyl)phenyl)octahydro-2H-benzo[b][1,4]oxazine hydrochloride Cl.FC(C=1C=C(C=CC1)C12C(OCCN1)CCCC2)(F)F